FC(C=1C=C(O[C@H]2CN(CC2)C(CC(=O)N[C@@H](C)C2=CC=C(C(=O)O)C=C2)(C)C)C=CC1)(F)F 4-[(1S)-1-[[2-[(3R)-3-[3-(Trifluoromethyl)phenoxy]pyrrolidin-1-yl]-2-methylpropane-carbonyl]amino]ethyl]benzoic acid